benzyl-4-cyano-5,6,7,8-tetrahydro-2,6-naphthyridine-1,3-diyl bis(trifluoromethanesulfonate) FC(S(=O)(=O)OC1=NC(=C(C=2C(NCCC12)CC1=CC=CC=C1)C#N)OS(=O)(=O)C(F)(F)F)(F)F